COC1=C(CC=2C=C(C=CC2)[C@H](CC(=O)[O-])NC(=O)NC=2C(N(C=CC2[O-])C)=O)C=CC=C1.[Na+].[Na+] Natrium (S)-3-(3-(2-Methoxybenzyl)phenyl)-3-(3-(1-Methyl-4-oxido-2-oxo-1,2-Dihydropyridin-3-yl)ureido)propanoat